(R)-Methyl 3-(3-(hydroxymethyl)-4-methylphenyl)-2,2-dimethyl-3-(8-methyl-3-(trifluoromethyl)-[1,2,4]triazolo[4,3-a]pyridin-7-yl)propanoate OCC=1C=C(C=CC1C)[C@@H](C(C(=O)OC)(C)C)C1=C(C=2N(C=C1)C(=NN2)C(F)(F)F)C